NC=1N=C(SC1C(=O)C1=CC(=NO1)C(=O)NC1(CCC1)C)N(C1=CC(=C(C=C1)F)F)[C@@H](C(=O)N)C |r| rac-5-[4-amino-2-(N-(2-amino-1-methyl-2-oxoethyl)-3,4-difluoro-anilino)thiazole-5-carbonyl]-N-(1-methylcyclobutyl)isoxazole-3-carboxamide